N-(tert-butyl)-2-(3-(4-(difluoromethoxy)phenyl)-6-oxopyridazin-1(6H)-yl)acetamide C(C)(C)(C)NC(CN1N=C(C=CC1=O)C1=CC=C(C=C1)OC(F)F)=O